α-(naphthylmethyl)-proline C1(=CC=CC2=CC=CC=C12)C[C@@]1(NCCC1)C(=O)O